NC1=C(C=CC=C1)N1CC(CC1)N(C)C1=C(C=C(C=C1)Cl)F 1-(2-aminophenyl)-N-(4-chloro-2-fluorophenyl)-N-methylpyrrolidin-3-amine